C(C1=CC=CC=C1)OC1=CC=C(C=C1)C1CNC1 3-(4-(benzyloxy)phenyl)azetidine